C1(CC1)N1CCN(CC1)C1CCN(CC1)C1=C(C=C(C(=C1)OC)NC1=NC=NC(=C1)N1OCC[C@@H]1CC=1C=NC=CC1)NC(C=C)=O N-(2-(4-(4-cyclopropylpiperazine-1-yl)piperidine-1-yl)-4-methoxy-5-((6-((S)-3-(pyridine-3-ylmethyl)isoxazolidine-2-yl)pyrimidine-4-yl)amino)phenyl)acrylamide